The molecule is conjugate base of pyropheophorbide a arising from deprotonation of the carboxylic acid function. It is a conjugate base of a pyropheophorbide a. CCC1=C(C2=NC1=CC3=C(C4=C(CC(=C5[C@H]([C@@H](C(=CC6=NC(=C2)C(=C6C)C=C)N5)C)CCC(=O)[O-])C4=N3)O)C)C